P(=O)(OP(=O)(Cl)Cl)(Cl)Cl diphosphoric chloride